Cl.N[C@H](C(=O)NCC1=CC(=C(C=C1)C(C)C)Cl)CCC(=O)N (2S)-2-amino-N-[(3-chloro-4-isopropylphenyl)methyl]glutaramide hydrochloride